3,5,5'-tri-tert-butyl-[1,1':3',1''-terphenyl]-2'-amine C(C)(C)(C)C=1C=C(C=C(C1)C(C)(C)C)C1=C(C(=CC(=C1)C(C)(C)C)C1=CC=CC=C1)N